5-nitro-2-furoyl chloride [N+](=O)([O-])C1=CC=C(O1)C(=O)Cl